3-hydroxy-3-methylpentanoyl-coa OC(CC(=O)SCCNC(CCNC([C@@H](C(COP(OP(OC[C@@H]1[C@H]([C@H]([C@@H](O1)N1C=NC=2C(N)=NC=NC12)O)OP(=O)(O)O)(=O)O)(=O)O)(C)C)O)=O)=O)(CC)C